C(CCCCC)(=O)C1=C(N=C(N1C)C)/C=C/[C@@H]1[C@@H](OC(O1)(C)C)C\C=C/CCC(=O)OC Methyl (4Z)-6-{(4S,5R)-5-[(E)-2-(5-hexanoyl-1,2-dimethyl-1H-imidazol-4-yl)ethenyl]-2,2-dimethyl-1,3-dioxolan-4-yl}hex-4-enoate